methyl (E,E)-2-{2-[(3-methoxyphenyl) methyloximinomethyl]phenyl}-3-methoxyacrylate COC=1C=C(C=CC1)C\C(\C1=C(C=CC=C1)/C(/C(=O)OC)=C\OC)=N/O